FC=1C=NN(C(C1C)=O)[C@@H](C(=O)NC1=CC(=C(C=C1)C)S(NCCC1=NC=CC=C1)(=O)=O)C |r| (rac)-2-(4-fluoro-5-methyl-6-oxo-pyridazin-1-yl)-N-[4-methyl-3-[2-(2-pyridyl)ethylsulfamoyl]phenyl]propanamide